5-fluoro-N-methyl-N-phenyl-3H-1,3-benzodiazole-2-carboxamide FC1=CC2=C(N=C(N2)C(=O)N(C2=CC=CC=C2)C)C=C1